methyl ((R)-2-((tert-butoxycarbonyl)amino)-3-cyclohexylpropanoyl)-L-prolinate C(C)(C)(C)OC(=O)N[C@@H](C(=O)N1[C@@H](CCC1)C(=O)OC)CC1CCCCC1